monoisopropoxyaluminum dioleyl-acetoacetate C(CCCCCCC\C=C/CCCCCCCC)C(C(CC(=O)[O-])=O)CCCCCCCC\C=C/CCCCCCCC.C(C)(C)O[Al+2].C(CCCCCCC\C=C/CCCCCCCC)C(C(CC(=O)[O-])=O)CCCCCCCC\C=C/CCCCCCCC